(Z)-4-chloro-6-methyl-7-(1-methylcyclopropyl)-7H-pyrrolo[2,3-d]pyrimidine ClC=1C2=C(N=CN1)N(C(=C2)C)C2(CC2)C